rac-(8,8-difluoro-1,4-dioxaspiro[4.5]decan-7-yl)methylamine FC1([C@H](CC2(OCCO2)CC1)CN)F |r|